4-[(3-chloro-4-fluorophenyl)amino]-6-[2-(2,2-dimethyl-6-oxo-morpholine-4-yl)-ethoxy]-7-[(S)-(tetrahydrofuran-2-yl)methoxy]-quinazoline ClC=1C=C(C=CC1F)NC1=NC=NC2=CC(=C(C=C12)OCCN1CC(OC(C1)=O)(C)C)OC[C@H]1OCCC1